OP(O)(=O)OP(=O)(O)O.O=C1C(O)=C(O)[C@H](O1)[C@@H](O)CO L-ascorbic acid diphosphate